2-(dimethylamino)(methyl)amino(butoxy)-4H-chromen-4-one CN(C=1OC2=CC=C(C(=C2C(C1OCCCC)=O)N)C)C